2'-[6-amino-5-(difluoromethoxy)pyridin-3-yl]-N-[2-(4-fluorophenyl)propan-2-yl]-5',6'-dihydrospiro[azetidine-3,4'-pyrrolo[1,2-b]pyrazole]-1-carboxamide NC1=C(C=C(C=N1)C=1C=C2N(N1)CCC21CN(C1)C(=O)NC(C)(C)C1=CC=C(C=C1)F)OC(F)F